germanofluorenyl-(germafluorenyl)benzotriazole C=12C(=C(C=C3C4=CC=CC=C4CC13)C1=C(C3=C(NN=N3)C=C1)[Ge]1=CC=CC=3C4=CC=CC=C4CC13)[GeH2]2